α-formyl-toluene C(=O)CC1=CC=CC=C1